palladium (II) [bis(butyl)(1-adamantyl)phosphine] C(CCC)P(C12CC3CC(CC(C1)C3)C2)CCCC.[Pd+2]